BrC1=CNC=2N=C(N=C(C21)OCC2=CC=C(C=C2)OC)Cl 5-bromo-2-chloro-4-((4-methoxybenzyl)oxy)-7H-pyrrolo[2,3-d]pyrimidine